ClC1=C2C(=CC(=C1)O2)Cl 2,6-dichloro-1,4-phenylene ether